FC(C1=CC(=NN1CC(=O)NCCN(C)C)C1=NC(=NO1)C1(CC1)C1=C(C=CC=C1)C)F 2-(5-(difluoromethyl)-3-(3-(1-(o-tolyl)cyclopropyl)-1,2,4-oxadiazol-5-yl)-1H-pyrazol-1-yl)-N-(2-(dimethylamino)ethyl)acetamide